2-(3-(2-(5-Chloropyridin-3-yl)-4-methylthiazol-5-yl)-6-oxopyridazin-1(6H)-yl)-N-ethylacetamide ClC=1C=C(C=NC1)C=1SC(=C(N1)C)C1=NN(C(C=C1)=O)CC(=O)NCC